4-methyl-6-(1-methyl-1H-imidazol-5-yl)-N-(pyridin-4-yl)picolinamide CC1=CC(=NC(=C1)C1=CN=CN1C)C(=O)NC1=CC=NC=C1